(2r,4r)-1-(3-chloro-2-fluorobenzyl)-4-((6-chloro-4-(1,1-difluoroethyl)-3-fluoropyridin-2-yl)methyl)-2-methylpiperidine-4-carboxylic acid tert-butyl ester C(C)(C)(C)OC(=O)[C@]1(C[C@H](N(CC1)CC1=C(C(=CC=C1)Cl)F)C)CC1=NC(=CC(=C1F)C(C)(F)F)Cl